P(=O)(OC[C@@H](COC(CCCCCCC\C=C/CCCCCCCC)=O)OC(CCCCCCC\C=C/C\C=C/CCCCC)=O)(OCC[N+](C)(C)C)[O-] (R)-2-(((9Z,12Z)-octadeca-9,12-dienoyl)oxy)-3-(oleoyloxy)propyl (2-(trimethylammonio)ethyl) phosphate